acetyl-L-carnitine L-aspartate N[C@@H](CC(=O)O)C(=O)O.C(C)(=O)[C@](O)(C[N+](C)(C)C)CC([O-])=O